C1(CCCCC1)COC1=C(C(=O)N2CC3=CC=CC(=C3C2)N(C(\C=C\CN(C)C)=O)C)C(=CC(=C1C)O)O (E)-N-[2-[2-(Cyclohexylmethoxy)-4,6-dihydroxy-3-methyl-benzoyl]isoindolin-4-yl]-4-(dimethylamino)-N-methyl-but-2-enamide